(1S,2S)-N-[1-ethyl-3-(5-fluoro-4-methylpyridin-3-yl)-2-oxo-1,6-naphthyridin-7-yl]-2-fluorocyclopropane-1-carboxamide C(C)N1C(C(=CC2=CN=C(C=C12)NC(=O)[C@H]1[C@H](C1)F)C=1C=NC=C(C1C)F)=O